ClC1=CC=C(C=C1)/C=C(/C(=O)NC(C(=C)C)=O)\C1=CC=C(C=C1)F (E)-3-(4-chlorophenyl)-2-(4-fluorophenyl)-N-methacryloyl-acrylamide